N[C@H](C(=O)NC1=C(C(=C(C=C1)Cl)Br)C(C1=C(C=CC=C1F)F)=O)C (2S)-2-amino-N-[3-bromo-4-chloro-2-(2,6-difluorobenzoyl)phenyl]Propionamide